N1N=NC2=C1C=CC(=C2)C2=NOC(=C2)C=2C(=NC=C(N2)C2=CC=C(C=C2)S(=O)(=O)C(C)C)N 3-(3-(1H-benzo[d][1,2,3]triazol-5-yl)isoxazol-5-yl)-5-(4-(isopropylsulfonyl)phenyl)pyrazin-2-amine